4-(2-((R)-1-((5-chlorothiazol-2-yl)methyl)-3-((R or S)-4,4-dimethyloxetan-2-yl)pyrrolidin-3-yl)ethyl)benzonitrile ClC1=CN=C(S1)CN1C[C@@](CC1)([C@@H]1OC(C1)(C)C)CCC1=CC=C(C#N)C=C1 |o1:12|